2-{[5-(4-ethylphenyl)-1H-1,2,4-triazol-3-yl]sulfanyl}-1-(pyridin-2-yl)propan-1-one C(C)C1=CC=C(C=C1)C1=NC(=NN1)SC(C(=O)C1=NC=CC=C1)C